1-(3-(difluoromethyl)-2-fluorophenyl)ethylamine hydrochloride Cl.FC(C=1C(=C(C=CC1)C(C)N)F)F